COC=1C=C(/C=C/C=O)C=C(C1O)OC trans-3,5-dimethoxy-4-hydroxycinnamaldehyde